(2-cyclopropylpyrimidin-5-yl)methanol C1(CC1)C1=NC=C(C=N1)CO